(morpholin-2-ylmethoxy)pyrazolo[1,5-a]pyridine-3-carbonitrile N1CC(OCC1)COC1=NN2C(C=CC=C2)=C1C#N